NC=1SC(=C(N1)C(=O)OCC)CC ethyl 2-amino-5-ethylthiazole-4-carboxylate